C(C)OC(=O)C1=NN(C(=C1C/C=N/O)Cl)CC1=C(C=CC=C1F)F (E)-5-chloro-1-(2,6-difluorobenzyl)-4-(2-(Hydroxyimino)ethyl)-1H-pyrazole-3-carboxylic acid ethyl ester